6-hydroxy-1-methyl-1H-pyrazolo[3,4-b]pyridine-5-carbonitrile OC1=C(C=C2C(=N1)N(N=C2)C)C#N